2-chloro-3-(difluoromethoxy)-6-(1,4-dioxaspiro[4.5]decan-8-yl)pyridine bis(1,2,2,6,6-pentamethyl-4-piperidyl)sebacate CN1C(CC(CC1(C)C)OC(CCCCCCCCC(=O)OC1CC(N(C(C1)(C)C)C)(C)C)=O)(C)C.ClC1=NC(=CC=C1OC(F)F)C1CCC2(OCCO2)CC1